CC1(CC(C(O1)=O)=C)C 5,5-dimethyl-3-methylene-2-oxotetrahydrofuran